C(C)OC(=O)C1=CC=C(C=C1C1=CC=C(C=C1)OC1=CC=CC=C1)C1=CCN(CC1)C(=O)[O-] 4-(6-(ethoxycarbonyl)-4'-phenoxybiphenyl-3-yl)-5,6-dihydropyridine-1(2H)-carboxylate